ClC1=C(C=CC=C1)C(C)=O 1-(2-Chlorophenyl)ethan-1-on